N1=CC(=CC=C1)CCN (2-(pyridin-3-yl)ethyl)amine